C(C)(C)(C)N(C(O)=O)CCOCCOCCOCCC(=O)ON1C(CCC1=O)=O.C1=CC=CC=2C3=CC=CC=C3N(C12)C1=CC=CC=2NC3=CC=CC=C3C12 4-(carbazol-9-yl)Carbazole tert-butyl-{2-[2-(2-{3-[(2,5-dioxopyrrolidin-1-yl)oxy]-3-oxopropoxy}ethoxy)ethoxy]ethyl}carbamate